C(C)(=O)O[C@H]1C2(CCC(C1(C)C)C2)C (2S)-1,3,3-trimethylbicyclo[2.2.1]hept-2-yl acetate